(1R,3R)-3-((S)-2-((5-Chloropyrazin-2-yl)methyl)-6-(methoxycarbonyl)-7-methyl-6,7,8,9-tetrahydro-3H-imidazo[4,5-f]chinolin-3-yl)cyclohexan ClC=1N=CC(=NC1)CC=1N(C=2C(=C3CC[C@@H](N(C3=CC2)C(=O)OC)C)N1)C1CCCCC1